2-(5-(difluoromethyl)-1,3,4-oxadiazol-2-yl)-2-methylpropanoic acid FC(C1=NN=C(O1)C(C(=O)O)(C)C)F